C(C)NC(=O)C1=NOC(=C1C1=CC=C(C=C1)CN1CCOCC1)C1=C(C=C(C(=C1)C(C)C)OCC1=CC=CC=C1)OCC1=CC=CC=C1 5-(2,4-Bis-benzyloxy-5-isopropyl-phenyl)-4-(4-morpholin-4-ylmethyl-phenyl)-isoxazole-3-carboxylic Acid Ethylamide